ClC1=CC=CC2=C1N(C(=N2)S(=O)(=O)C)[C@H]2[C@@H](CNCC2)C |r| rac-trans-7-chloro-2-methanesulfonyl-1-[3-methylpiperidin-4-yl]-1H-1,3-benzodiazole